4-(1,1-difluoroethyl)-3-fluoroaniline FC(C)(F)C1=C(C=C(N)C=C1)F